NC1=CC(=NO1)C1CCN(CC1)C(=O)C1=CC(=C(C=C1)C(F)(F)F)Cl (4-(5-aminoisoxazol-3-yl)piperidin-1-yl)(3-chloro-4-(trifluoromethyl)phenyl)methanone